FC=1C(=C(C=CC1F)C1C(SC(C1)(C(F)(F)F)C)C(=O)NC=1C=CC(=C(C1)OB(O)O)S(=O)(=O)C(F)F)OC (5-(3-(3,4-difluoro-2-methoxyphenyl)-5-methyl-5-(trifluoromethyl)tetrahydrothiophene-2-carboxamido)-2-((difluoromethyl)sulfonyl)phenyl)boric acid